(2S,4r)-4-hydroxy-2-(((S)-1-(4-(4-methylthiazol-5-yl)phenyl)ethyl)carbamoyl)pyrrolidine hydrochloride Cl.O[C@@H]1C[C@H](NC1)C(N[C@@H](C)C1=CC=C(C=C1)C1=C(N=CS1)C)=O